(S)-3-((5-(2-morpholinoacetyl)-4,5,6,7-tetrahydrothiazolo[4,5-c]pyridin-2-yl)carbamoyl)pyrrolidine-1-carboxylic acid tert-butyl ester C(C)(C)(C)OC(=O)N1C[C@H](CC1)C(NC=1SC2=C(CN(CC2)C(CN2CCOCC2)=O)N1)=O